3-ethynyl-4,4-difluoro-3-methylpyrrolidine-1-carboxylic acid tert-butyl ester C(C)(C)(C)OC(=O)N1CC(C(C1)(F)F)(C)C#C